C1(CC1)NC(=O)C=1C=C(C(N(C1)CC1=CC2=C(CCNCC2)C=C1)=O)C(=O)NC N5-cyclopropyl-N3-methyl-2-oxo-1-((2,3,4,5-tetrahydro-1H-benzo[d]azepin-7-yl)methyl)-1,2-dihydropyridine-3,5-dicarboxamide